Amino-4-methylpent-2-enenitrile NC(C#N)=CC(C)C